OC=1C=C(C=CC1O)CC(=C)C 3-(3,4-dihydroxyphenyl)-2-methyl-1-propene